CN(C(CCCCCC)=O)S(=O)(=O)C1=CC=C(C)C=C1 N-methyl-N-tosylheptanamide